C(C)C1=C(C(=CC(=C1)C)C)CCO 2-(2-Ethyl-4,6-dimethylphenyl)ethanol